oleoyl-oleic acid amide C(CCCCCCC\C=C/CCCCCCCC)(=O)C(C(=O)N)CCCCCC\C=C/CCCCCCCC